methyl (S)-4-(3-fluoro-2-(2-fluoropropan-2-yl) phenyl)-2-methyl-5-oxo-1,4,5,7-tetrahydrofuro[3,4-b]pyridine-3-carboxylate FC=1C(=C(C=CC1)[C@@H]1C2=C(NC(=C1C(=O)OC)C)COC2=O)C(C)(C)F